BrC1=C(C=O)C=CC(=C1OC([2H])([2H])[2H])Br 2,4-Dibromo-3-(methoxy-d3)benzaldehyde